5-fluoro-3-((2R,4S)-4-fluoro-1-(3-(6-(2-hydroxyethyl)pyrimidin-4-yl)imidazo[1,2-b]pyridazin-6-yl)pyrrolidin-2-yl)pyridin-2(1H)-one FC=1C=C(C(NC1)=O)[C@@H]1N(C[C@H](C1)F)C=1C=CC=2N(N1)C(=CN2)C2=NC=NC(=C2)CCO